4-bromo-6-chloro-N-methyl-2,7-naphthyridin-1-amine BrC1=CN=C(C2=CN=C(C=C12)Cl)NC